N-(1-methylcyclopropyl)-2,4-dioxo-1H,3H-thieno[2,3-d]pyrimidine-6-sulfonamide CC1(CC1)NS(=O)(=O)C1=CC2=C(NC(NC2=O)=O)S1